NC1=NC=CC(=C1)N1C=C(C(C2=CC(=C(C=C12)N1C2CC2C[C@@H]1COC1=NC(=CC=C1Cl)OC)F)=O)C(=O)O 1-(2-Aminopyridin-4-yl)-7-((3R)-3-(((3-chloro-6-methoxypyridin-2-yl)oxy)methyl)-2-azabicyclo[3.1.0]hexan-2-yl)-6-fluoro-4-oxo-1,4-dihydroquinoline-3-carboxylic acid